COC1=CC=C(CN(S(=O)(=O)[C@@H](CC2OCCC2)[C@@H](CC=C)C)CC2=CC=C(C=C2)OC)C=C1 (2S,3R)-N,N-BIS(4-METHOXYBENZYL)-3-METHYL-1-(TETRAHYDRO-2-FURANYL)-5-HEXENE-2-SULFONAMIDE